BrC1=C(C=CC=C1)NC=1OC2=C(N1)C=C(C=C2)C(=O)OCC Ethyl 2-((2-bromophenyl)amino)benzo[d]oxazole-5-carboxylate